C(C)(C)(C)OC(=O)NCC=1C=CC(=C(C1)C=1C=C2C=C(C(=NC2=CC1)N1CCN(CC1)C(=O)OC(C)(C)C)Cl)C(F)(F)F tert-butyl 4-[6-[5-[(tert-butoxycarbonylamino)methyl]-2-(trifluoromethyl)phenyl]-3-chloro-2-quinolyl]piperazine-1-carboxylate